N-(4,4-difluoropyrrolidin-3-yl)-2-methyl-5-[2-(4-methyl-1,3-thiazol-5-yl)ethoxy]furo[2,3-c]pyridine-3-carboxamide FC1(C(CNC1)NC(=O)C1=C(OC2=CN=C(C=C21)OCCC2=C(N=CS2)C)C)F